ClC=1C=C(C=C(C1)Cl)C=1C2=C(N=CN1)C(=C(C=N2)C(=O)O)N2CCOCC2 4-(3,5-dichlorophenyl)-8-morpholino-pyrido[3,2-d]Pyrimidine-7-carboxylic acid